7-((2R,4S)-2-(8-bromo-6-cyclopropylimidazo[1,2-a]pyridin-2-yl)-4-((triisopropylsilyl)oxy)pyrrolidin-1-yl)-2-((1S*,2S*)-2-(4-methylpyrimidin-2-yl)cyclopropyl)quinoline BrC=1C=2N(C=C(C1)C1CC1)C=C(N2)[C@@H]2N(C[C@H](C2)O[Si](C(C)C)(C(C)C)C(C)C)C2=CC=C1C=CC(=NC1=C2)[C@@H]2[C@H](C2)C2=NC=CC(=N2)C |o1:39,40|